((R)-3-aminopiperidin-1-yl)(2-(1-(cyclopropylmethyl)-7-(1-((1s,4s)-4-hydroxycyclohexane-1-carbonyl)azetidin-3-yl)-1H-indol-2-yl)-3-methylpyrazolo[1,5-a]pyridin-6-yl)methanone N[C@H]1CN(CCC1)C(=O)C=1C=CC=2N(C1)N=C(C2C)C=2N(C1=C(C=CC=C1C2)C2CN(C2)C(=O)C2CCC(CC2)O)CC2CC2